C(C)(C)(C)OC(=O)N1C[C@H](CC1)N1C(=C(C(=C1)I)C#N)C(=O)OCC Ethyl (S)-1-(1-(tert-butoxycarbonyl) pyrrolidin-3-yl)-3-cyano-4-iodo-1H-pyrrole-2-carboxylate